OC1=C(C(=O)C2=CC=C(C(=O)N[C@H]3[C@@H](CNC3)NC(=O)C3=CC=NC=C3)C=C2)C=C(C=C1)OC N-[(3R,4R)-4-[4-(2-hydroxy-5-methoxybenzoyl)benzamido]pyrrolidin-3-yl]pyridine-4-carboxamide